β-Asarone C\C=C/C1=C(OC)C=C(OC)C(OC)=C1